(2R,3S)-3-methyloxetane-2-carboxylic acid C[C@@H]1[C@@H](OC1)C(=O)O